1-(4-(morpholinomethyl)benzyl)-3-phenyl-1H-pyrrole-2,5-dione O1CCN(CC1)CC1=CC=C(CN2C(C(=CC2=O)C2=CC=CC=C2)=O)C=C1